2-(3-carbamoyl-5-(2-methylpyrimidin-5-yl)-1H-indol-1-yl)acetic acid C(N)(=O)C1=CN(C2=CC=C(C=C12)C=1C=NC(=NC1)C)CC(=O)O